NC1=C2N(C(N(C2=NC=N1)C(C)C)=O)C1=C(C=C(CNC(C2=C(C=CC=C2)OC)=O)C=C1)F N-(4-(6-amino-9-isopropyl-8-oxo-8,9-dihydro-7H-purin-7-yl)-3-fluorobenzyl)-2-methoxybenzamide